1-(4,5-Dibromothien-2-yl)propan-1-one BrC=1C=C(SC1Br)C(CC)=O